BrC1=CC(=C(C=C1)NC=1N(C(C=C2CCN(C(C12)=O)OCCOC(C)(C)C)=O)C)F 8-((4-bromo-2-fluorophenyl)amino)-2-(2-(tert-butoxy)ethoxy)-7-methyl-3,4-dihydro-2,7-naphthyridine-1,6(2H,7H)-dione